Tert-butyl (3-hydroxy-4-methoxypyrazolo[1,5-a]pyridin-5-yl)carbamate OC=1C=NN2C1C(=C(C=C2)NC(OC(C)(C)C)=O)OC